tert-butyl 7-fluoro-6-[(4-methyloxazol-5-yl)methoxy]-3,4-dihydro-1H-isoquinoline-2-carboxylate FC1=C(C=C2CCN(CC2=C1)C(=O)OC(C)(C)C)OCC1=C(N=CO1)C